4-((2'S,3S,4'S,5'R)-6-chloro-4'-(3-chloro-2-fluorophenyl)-2'-neopentyl-1-(pyridine-3-ylmethyl)spiro[indoline-3,3'-pyrrolidine]-5'-carboxamido)-3-methoxybenzoic acid ClC1=CC=C2C(=C1)N(C[C@@]21[C@@H](N[C@H]([C@@H]1C1=C(C(=CC=C1)Cl)F)C(=O)NC1=C(C=C(C(=O)O)C=C1)OC)CC(C)(C)C)CC=1C=NC=CC1